CN1CC2(C1)CCN(CC2)C=O (2-methyl-2,7-diazaspiro[3.5]nonan-7-yl)methanone